3-bromo-2-phenoxybenzoic acid BrC=1C(=C(C(=O)O)C=CC1)OC1=CC=CC=C1